(3-aminopropyl)triethoxysilane tert-butyl-N-[(1S,2R)-4-chloro-2-(hydroxymethyl)-2,3-dihydro-1H-inden-1-yl]carbamate C(C)(C)(C)OC(N[C@H]1[C@@H](CC2=C(C=CC=C12)Cl)CO)=O.NCCC[Si](OCC)(OCC)OCC